ClCC1=NN=C(S1)N 5-(chloromethyl)-1,3,4-thiadiazol-2-amine